2-hydroxy-1-propanesulfonic ACID hydroxy-1-propanesulfonate OC(CC)S(=O)(=O)O.OC(CS(=O)(=O)O)C